4-(2-(hydroxymethyl)-5-(4-(trifluoromethyl)phenyl)piperidin-1-yl)benzonitrile OCC1N(CC(CC1)C1=CC=C(C=C1)C(F)(F)F)C1=CC=C(C#N)C=C1